C(#N)C=1C=C(CC=2C=CC(=NC2)NC(=O)C2=NN(C=C2)C)C=C(C1)F N-(5-(3-cyano-5-fluorobenzyl)pyridin-2-yl)-1-methyl-1H-pyrazole-3-carboxamide